OCC(CO)O[C@H]1O[C@@H]([C@@H]([C@@H]([C@H]1O)O)O)CO (2S,3R,4S,5R,6R)-2-[(1,3-dihydroxypropan-2-yl)oxy]-6-(hydroxymethyl)oxane-3,4,5-triol